tert-Butyl 3-(methoxyimino)azetidine-1-carboxylate CON=C1CN(C1)C(=O)OC(C)(C)C